(2-((2R,5S)-2-(2-((1,4-dimethylpiperidin-4-yl)methyl)benzo[d]thiazol-5-yl)-5-methylpiperidin-1-yl)-2-oxoacetamido)-2-methoxynicotinamide CN1CCC(CC1)(C)CC=1SC2=C(N1)C=C(C=C2)[C@@H]2N(C[C@H](CC2)C)C(C(=O)NC2=NC(=C(C(=O)N)C=C2)OC)=O